ClC1=CC(=C(C=C1)C(C=CC1=CC2=C(OCCO2)C=C1)=O)O 1-(4-Chloro-2-hydroxyphenyl)-3-(2,3-dihydro-1,4-benzodioxin-6-yl)prop-2-en-1-one